Benzyl (S)-(2-((1-(benzylamino)-1-oxopropan-2-yl)(methyl)amino)-2-oxoethyl)carbamate C(C1=CC=CC=C1)NC([C@H](C)N(C(CNC(OCC1=CC=CC=C1)=O)=O)C)=O